C1(CC1)C1=C(C(=NO1)C1=C(C=CC=C1Cl)Cl)COC1C2(CCC(C1)CC2)C(=O)O ((5-cyclopropyl-3-(2,6-dichlorophenyl)isoxazol-4-yl)methoxy)bicyclo[2.2.2]octane-1-carboxylic acid